BrC1=CC(=C2C3(C(N(C2=C1)CC(F)(F)F)=O)CC3)F 6'-bromo-4'-fluoro-1'-(2,2,2-trifluoroethyl)spiro[cyclopropane-1,3'-indolin]-2'-one